FC1=C(C=C(C=C1)C1=C(C=CC=C1C)O)CCC(=O)[O-] 3-{4-fluoro-2'-hydroxy-6'-methyl-[1,1'-biphenyl]-3-yl}propanoate